5-amino-1-(3,3-dimethyl-2-oxo-butyl)-3-[4-[[(2-methoxybenzoyl)amino]methyl]phenyl]pyrazole-4-carboxamide NC1=C(C(=NN1CC(C(C)(C)C)=O)C1=CC=C(C=C1)CNC(C1=C(C=CC=C1)OC)=O)C(=O)N